C(C)(=O)N1CCN(CC1)C=1C=CC(=NC1)C=1OC2=C(C=C(C=C2C(C1C)=O)C)[C@@H](C)NC1=C(C(=O)O)C=CC=C1 (R)-2-((1-(2-(5-(4-acetylpiperazin-1-yl)pyridin-2-yl)-3,6-dimethyl-4-oxo-4H-chromen-8-yl)ethyl)amino)benzoic acid